4-[[6-[3-chloro-4-(trifluoromethoxy)phenoxy]-2-fluoro-3-(trifluoromethyl)benzoyl]amino]pyridine-2-carboxamide ClC=1C=C(OC2=CC=C(C(=C2C(=O)NC2=CC(=NC=C2)C(=O)N)F)C(F)(F)F)C=CC1OC(F)(F)F